Cl.FC=1C=2N(C=C(C1)C1=NC(=NC=C1C(=O)N)N1C[C@@H](CC1)NC)C=C(N2)C 8-fluoro-2-methylimidazo[1,2-a]pyridin-6-yl-2-[(3R)-3-(methylamino)pyrrolidin-1-yl]pyrimidine-5-carboxamide hydrochloride